C(C)OC(CCC(=O)N1CC2=CC(=C(C=C2C1)O)OC)=O 4-(5-hydroxy-6-methoxy-isoindolin-2-yl)-4-oxobutanoic acid ethyl ester